(3-amino-2,4,6-trifluorophenyl)-(5-bromo-1H-pyrazolo[3,4-b]pyridin-3-yl)methanone NC=1C(=C(C(=CC1F)F)C(=O)C1=NNC2=NC=C(C=C21)Br)F